C(C)(C)(C)OC(=O)NCC1=CC=C(C=C1)NC(=O)C1=CC2=C(OCCC3=C2SC=C3)C=C1C=1C(=NC(=CC1)C(NCC(C)(C)C)=O)C(=O)OC methyl 3-(9-((4-(((tert-butoxycarbonyl)amino)methyl)phenyl)carbamoyl)-4,5-dihydrobenzo[b]thieno[2,3-d]oxepin-8-yl)-6-(neopentylcarbamoyl)picolinate